quinolin-4-yl-1-(cyclohexylmethyl)-1H-indole N1=CC=C(C2=CC=CC=C12)C=1N(C2=CC=CC=C2C1)CC1CCCCC1